C(C)(C)(C)C1=CC=C(C=C1)N1C=2N(C[C@@H](C1)CNC(C=C)=O)N=CC2 |o1:14| (R)- or (S)-N-((4-(4-(tert-butyl)phenyl)-4,5,6,7-tetrahydropyrazolo[1,5-a]pyrimidin-6-yl)methyl)acrylamide